1,2,2-tetraphenylethylene C1=CC=C(C=C1)C(=C(C2=CC=CC=C2)C3=CC=CC=C3)C4=CC=CC=C4